(2-(trifluoromethyl)-1,8-naphthyridin-3-yl)methanone FC(C1=NC2=NC=CC=C2C=C1C=O)(F)F